ClC(COC(=O)N[C@@H](C(C)C)C(=O)O)(Cl)Cl N-(2,2,2-trichloroethoxycarbonyl)valine